chlorodiphenylmethane isocyanate [N-]=C=O.ClC(C1=CC=CC=C1)C1=CC=CC=C1